C(CCCC)(=O)OCCCC(OOCCCC)OOCCCC 4,4-bis(butylperoxy)n-butyl valerate